N1=C(C=CC=C1)CCNC(C1=CC=CC=C1)=O N-[2-(2-pyridyl)ethyl]benzamide